OC1CCC2N(C3=C(SC2)C=C(C=N3)C(F)(F)F)C1 9-hydroxy-3-(trifluoromethyl)-6,6a,7,8,9,10-hexahydrodipyrido[3,2-b:1',2'-d][1,4]thiazin